8-bromo-4-(3,5-di-tert-butyl-4-hydroxyphenyl)-3,3-difluoro-2-phenylchroman-2-ol BrC=1C=CC=C2C(C(C(OC12)(O)C1=CC=CC=C1)(F)F)C1=CC(=C(C(=C1)C(C)(C)C)O)C(C)(C)C